C(C)C(C(C(=O)[O-])(CC)C)C ethyl-methyl-3-methyl-ethyl-propionate